di-tert-butyl-L-aspartic acid hydrochloride Cl.C(C)(C)(C)N([C@@H](CC(=O)O)C(=O)O)C(C)(C)C